2,5-dimethyl-2,5-di(m-methylbenzoylperoxy)hexane CC(C)(CCC(C)(OOC(C1=CC(=CC=C1)C)=O)C)OOC(C1=CC(=CC=C1)C)=O